3-[(1-imidazolyl)methyl]piperidine N1(C=NC=C1)CC1CNCCC1